5-[4'-(2-Aminoethyl)-6-(trifluoromethyl)[1,1'-biphenyl]-3-yl]-1,3,4-oxadiazol-2(3H)-one NCCC1=CC=C(C=C1)C1=CC(=CC=C1C(F)(F)F)C1=NNC(O1)=O